O[C@H](C(=O)OCCCCCCCCCCCC)C dodecyl (S)-2-hydroxypropanoate